COC=1C=C(C=CC1OC)NCC 3,4-dimethoxyphenyl-ethyl-amine